FC=1C=C(CNCCO)C=CC1NC1=NSC2=C1C=CC=C2C2=CC=CC=C2 2-((3-fluoro-4-((7-phenylbenzo[d]isothiazol-3-yl)amino)benzyl)amino)ethan-1-ol